C1(=CC=CC=C1)C1=NN=C(S1)CN1N=CC=CC1=O 2-((5-phenyl-1,3,4-thiadiazol-2-yl)methyl)pyridazine-3(2H)-one